OC1CC(C1)NCC(O)C1=NC=CC=C1 α-[[(3-Hydroxycyclobutyl)amino]methyl]-2-pyridinemethanol